OC1=CC=C(C(=O)N2N=C(C3=CC=CC=C23)S(=O)(=O)NN)C=C1 (4-hydroxybenzoyl)-1H-indazole-3-sulfonohydrazide